N=1C=C(N2N=CC=CC21)C#CC=2C=C(C(=O)OC)C=CC2C Methyl 3-(imidazo[1,2-b]pyridazin-3-ylethynyl)-4-methylbenzoate